cobalt (III) tris(hexafluorophosphate) F[P-](F)(F)(F)(F)F.F[P-](F)(F)(F)(F)F.F[P-](F)(F)(F)(F)F.[Co+3]